C(C)OC=1C=C(C=CC1OC)[C@@H](CS(=O)(=O)C)N1C(C2=CC=CC(=C2C1=O)NC(C)=O)=O (S)-2-[1-(3-ethoxy-4-methoxyphenyl)-2-methylsulfonylethyl]-4-acetylaminoisoindoline-1,3-dione